F\C=C/C(F)(F)F cis-1,3,3,3-tetrafluoro-1-propene